C(C)S(=O)(=O)C1=C(C(=C(C=C1CCCCC)O)C1C(CCC(=C1)C)C(=C)C)O 3-(ethylsulfonyl)-5'-methyl-4-pentyl-2'-(prop-1-en-2-yl)-1',2',3',4'-tetrahydro-[1,1'-biphenyl]-2,6-diol